4-toluidin NC1=CC=C(C=C1)C